FC(OC1=CC=C(C=C1)S(=O)(=O)N1CC2=C(C1)CN(C2)C(C(C(C)O)C2=CC=CC=C2)=O)F 1-(5-((4-(difluoromethoxy)phenyl)sulfonyl)-3,4,5,6-tetrahydropyrrolo[3,4-c]pyrrol-2(1H)-yl)-3-hydroxy-2-phenylbutan-1-one